4-(3-((5-(5-(difluoromethyl)-1,3,4-oxadiazol-2-yl)pyridin-2-yl)methyl)-6-fluoro-2-oxo-2,3-dihydro-1H-benzo[d]imidazol-1-yl)piperidine-1-carboxylic acid tert-butyl ester C(C)(C)(C)OC(=O)N1CCC(CC1)N1C(N(C2=C1C=C(C=C2)F)CC2=NC=C(C=C2)C=2OC(=NN2)C(F)F)=O